6-Amino-3-((1S,3S)-3-(2-amino-2-oxoethyl)-4'-chloro-1',2'-dihydrospiro[cyclopentane-1,3'-pyrrolo[2,3-b]pyridin]-5'-yl)-2-fluoro-N,N-dimethylbenzamide NC1=CC=C(C(=C1C(=O)N(C)C)F)C=1C(=C2C(=NC1)NC[C@@]21C[C@H](CC1)CC(=O)N)Cl